C(C)(C)(C)C=1C(=CC(=C(C1)C(C=1N(C(=C(N1)C)C(=O)NC1CN(C1)C(=O)OC(C)(C)C)C)O)OC1OCCCC1)F tert-Butyl 3-(2-((5-(tert-butyl)-4-fluoro-2-((tetrahydro-2H-pyran-2-yl)oxy)phenyl) (hydroxy)methyl)-1,4-dimethyl-1H-imidazole-5-carboxamido)azetidine-1-carboxylate